CC1CC=COS1(=O)=O 1-methyl-3-butene-1,4-sultone